C(C)(C)(C)OC1=CC=C(C=C1)[Si](OC)(OC)OC (p-tert-butoxy)phenyl-trimethoxysilane